ClC=1C=NC=C(C1N1CCN(CC1)CC1CN(CCC1)C1=NC=2N(C(=N1)N)N=C(N2)C=2OC=CC2)Cl 5-(3-((4-(3,5-dichloropyridin-4-yl)piperazin-1-yl)methyl)piperidin-1-yl)-2-(furan-2-yl)-[1,2,4]triazolo[1,5-a][1,3,5]triazine-7-amine